6-(3-aminoazetidin-1-yl)-2-oxo-4-(7-azaspiro[3.5]nonane-7-yl)-1,2-dihydro-1,7-naphthyridin-3-carbonitrile NC1CN(C1)C=1C=C2C(=C(C(NC2=CN1)=O)C#N)N1CCC2(CCC2)CC1